7-(carboxymethyloxy)-4-methylcoumarin C(=O)(O)COC1=CC=C2C(=CC(OC2=C1)=O)C